C(C1=CC=CC=C1)N1CCC(CC1)OC=1C(=CC(=NC1)S(=O)(=O)NC=1N=CSC1)C(F)(F)F 5-((1-Benzylpiperidin-4-yl)oxy)-N-(thiazol-4-yl)-4-(trifluoro-methyl)pyridine-2-sulfonamide